diphenyl-bismuth tris(trifluoromethanesulfonyl)methide [C-](S(=O)(=O)C(F)(F)F)(S(=O)(=O)C(F)(F)F)S(=O)(=O)C(F)(F)F.C1(=CC=CC=C1)[Bi+]C1=CC=CC=C1